4-methyl-N-(3-nitrophenyl)-3-(N-(p-tolyl)sulfamoyl)benzamide CC1=C(C=C(C(=O)NC2=CC(=CC=C2)[N+](=O)[O-])C=C1)S(NC1=CC=C(C=C1)C)(=O)=O